FC1=C(C=CC(=C1)F)C=1C(=CC(=CC1)S(=O)(=O)CC1CCC(CC1)(C)O)C#N 2',4'-Difluoro-4-(((cis-4-hydroxy-4-methylcyclohexyl)methyl)sulfonyl)-[1,1'-biphenyl]-2-carbonitrile